N-(1-(2,5-difluorophenyl)-1,2,3,4-tetrahydroquinolin-3-yl)acrylamide FC1=C(C=C(C=C1)F)N1CC(CC2=CC=CC=C12)NC(C=C)=O